FC(OC=1C=C(C=CC1)C1=NN(C=2C[C@@H](CCC12)C(=O)N[C@@]1(CS(CC1)(=O)=O)C)C1=NC=C(C=C1)F)F (R)-3-(3-(difluoromethoxy)phenyl)-1-(5-fluoropyridin-2-yl)-N-((S)-3-methyl-1,1-dioxidotetrahydrothiophen-3-yl)-4,5,6,7-tetrahydro-1H-indazole-6-carboxamide